C(C)(=O)N1CC(N(CC1)CC1(CCN(CC12CCCC2)C(=O)OC(C)(C)C)O)=O tert-Butyl 10-((4-acetyl-2-oxopiperazin-1-yl)methyl)-10-hydroxy-7-azaspiro[4.5]decane-7-carboxylate